CSC1=CC=C(C(=O)NCC#C)C=C1 4-(methylthio)-N-(prop-2-yn-1-yl)benzamide